BrC=1C=C2C(=NN(C2=CC1)C)F 5-bromo-3-fluoro-1-methyl-1H-indazole